FC(CN1CCN(CC1)C(=O)OC(C)(C)C)(CN1N=CC(=C1)C1=CC=C(C=C1)C(NC1=CC2=C(NC(=N2)CN2[C@H](CCC2)C)C=C1)=O)F tert-butyl (S)-4-(2,2-difluoro-3-(4-(4-((2-((2-methylpyrrolidin-1-yl)methyl)-1H-benzo[d]imidazol-5-yl)carbamoyl)phenyl)-1H-pyrazol-1-yl)propyl)piperazine-1-carboxylate